ethyl 2,5-dimethyl-1H-imidazole-4-carboxylate CC=1NC(=C(N1)C(=O)OCC)C